CC1=C(C(NC2=C(O1)C=CC(=C2)C(=O)O)=O)C 2,3-Dimethyl-4-oxo-4,5-dihydrobenzo[b][1,4]oxazepine-7-carboxylic acid